(2-oxotetrahydropyran-3-ylidene)methanolate O=C1OCCCC1=C[O-]